1-(4-(5-(chlorodifluoromethyl)-1,2,4-oxadiazol-3-yl)phenyl)-2-(isopropylsulfonyl)ethan-1-one ClC(C1=NC(=NO1)C1=CC=C(C=C1)C(CS(=O)(=O)C(C)C)=O)(F)F